(4S)-7-chloro-6-(3-fluoro-2-pyridyl)-N-(cis-3-hydroxycyclobutyl)-4-methyl-8-(trifluoromethyl)-4H-imidazo[1,2-a][1,4]benzodiazepine-2-carboxamide ClC1=C(C=CC2=C1C(=N[C@H](C=1N2C=C(N1)C(=O)N[C@@H]1C[C@@H](C1)O)C)C1=NC=CC=C1F)C(F)(F)F